N-(4-((2-(1,1-difluoroethyl)-6-(2-methoxyethoxy)pyrimidin-4-yl)amino)-5-methoxypyridin-2-yl)acetamide FC(C)(F)C1=NC(=CC(=N1)NC1=CC(=NC=C1OC)NC(C)=O)OCCOC